C(CCCCCCCC\C=C\C#CC=C)=O (10E)-10,14-pentadecadien-12-ynal